(2R)-5-(4-Butoxyphenyl)-2-hydroxyvalerate C(CCC)OC1=CC=C(C=C1)CCC[C@H](C(=O)[O-])O